CC1=CC=CC(=N1)C1=NC=CC(=N1)NC1=NC(=NC=C1)NC=1C=C(SC1)C(=O)OCCN1C[C@H](CCC1)N 2-[(3S)-3-amino-1-piperidyl]ethyl 4-[[4-[[2-(6-methyl-2-pyridyl)pyrimidin-4-yl]amino]pyrimidin-2-yl]amino]thiophene-2-carboxylate